C1(CCCCC1)N[C@H](CCCCN(C)C)C(=O)N1[C@@H](CN(CC1)C=1OCC(N1)(C)C)C(=O)NCC=1SC=CC1 (2S)-1-(N2-cyclohexyl-N6,N6-dimethyl-D-lysyl)-4-(4,4-dimethyl-4,5-dihydro-1,3-oxazol-2-yl)-N-(thiophen-2-ylmethyl)piperazine-2-carboxamide